N-(4-methoxybenzyl)-4-(4-amino-2-ethyl-1H-imidazo[4,5-c]quinolin-1-yl)butane-1-sulfonamide COC1=CC=C(CNS(=O)(=O)CCCCN2C(=NC=3C(=NC=4C=CC=CC4C32)N)CC)C=C1